C(C)(C)(C)OC(=O)N1CCC(CC1)C=1SC(=C(N1)C1=C(C(=CC=C1)N)F)C1=NC(=NC=C1)Cl.ClC=CCC chloro-n-butanen tert-butyl-4-[4-(3-amino-2-fluorophenyl)-5-(2-chloropyrimidin-4-yl)-1,3-thiazol-2-yl]piperidine-1-carboxylate